C1CCC2=C(C=3CCCC3C=C12)NC(=O)NS(=O)(=O)C=1OC2=C(C1)C(CC(C2)C)=O N-((1,2,3,5,6,7-hexahydro-s-indacen-4-yl)carbamoyl)-6-methyl-4-oxo-4,5,6,7-tetrahydrobenzofuran-2-sulfonamide